2-ethoxybenzene C(C)OC1=CC=CC=C1